OC(C)(C)C1CCC(CC1)NC1=CC(N(C2=CC=C(C=C12)N1C=NC=C1)C)=O 4-(((1r,4r)-4-(2-hydroxypropan-2-yl)cyclohexyl)amino)-6-(1H-imidazol-1-yl)-1-methylquinolin-2(1H)-one